CCC[C@@H](C)[C@H]1CC[C@H]2[C@@H]3CC=C4C[C@H](CC[C@]4(C)[C@H]3CC[C@]12C)O 5-cholen-3β-ol